tert-butyl (R)-4-(1-((6-methoxy-[1,2,4]triazolo[1,5-a]pyridin-7-yl)carbamoyl)-2,3-dihydro-1H-pyrrolo[2,3-b]pyridin-4-yl)-2-methylpiperazine-1-carboxylate COC=1C(=CC=2N(C1)N=CN2)NC(=O)N2CCC=1C2=NC=CC1N1C[C@H](N(CC1)C(=O)OC(C)(C)C)C